C1(C=CC(N1N([C@@H](CCCCN)C(=O)O)C(CC(N)N)=O)=O)=O maleimidodiaminopropionyl-lysine